CN[C@H]1[C@@H](CCCC1)NC (1R,2R)-N,N'-dimethyl-1,2-cyclohexanedi-amine